C(#N)C1=CC=C(C=C1)C1=CCC(C=C1)(C1=CC=CC=C1)OCCCC 4-cyano-4'-butoxy-p-terphenyl